C(C1=CC=CC=C1)OC(=O)N1CC(C1)CO[C@@H]1[C@@H](CN(CC1)C(=O)OC(C)(C)C)F Tert-butyl (3R,4S)-4-[(1-benzyloxycarbonylazetidin-3-yl)methoxy]-3-fluoro-piperidine-1-carboxylate